3-(2-(Hydroxyimino)-1,2-bis(4-methoxyphenyl)ethyl)-1-benzofuran-2(3H)-one ON=C(C(C1=CC=C(C=C1)OC)C1C(OC2=C1C=CC=C2)=O)C2=CC=C(C=C2)OC